6-((R)-3-hydroxy-3-methylpiperidin-1-yl)-2-((S)-1-((S)-1-methylpyrrolidin-2-yl)ethoxy)pyrimidine-4-carbonitrile O[C@]1(CN(CCC1)C1=CC(=NC(=N1)O[C@@H](C)[C@H]1N(CCC1)C)C#N)C